5-((4-methoxypyridin-2-yl)methoxy)-1,3,4-thiadiazol-2-amine COC1=CC(=NC=C1)COC1=NN=C(S1)N